C(C)(C)(C)OC(NCCOCC(=O)N1C[C@@H](CC1)O)=O (R)-(2-(2-(3-hydroxypyrrolidin-1-yl)-2-oxoethoxy)-ethyl)carbamic acid tert-butyl ester